2,2,7-trifluoro-4-(4-hydroxybut-2-yn-1-yl)-6-(perfluorophenyl)-2H-benzo[b][1,4]oxazin-3(4H)-one FC1(C(N(C2=C(O1)C=C(C(=C2)C2=C(C(=C(C(=C2F)F)F)F)F)F)CC#CCO)=O)F